FC1=C(C(=CC=C1)O)C1=C(C(=NC2=CC(=CC=C12)C1=C(N=CS1)C)N1CC2(CN(C2)C(C=C)=O)CC1)C#N (P)-4-(2-fluoro-6-hydroxyphenyl)-7-(4-methyl-1,3-thiazol-5-yl)-2-(2-(2-propenoyl)-2,6-diazaspiro[3.4]octan-6-yl)-3-quinolinecarbonitrile